3-methyl-1,1-dioxothietane CC1CS(C1)(=O)=O